(R)-3-(3-chloro-4-fluorophenyl)-1-ethyl-1-(9-fluoro-6-oxo-1,4,5,6-tetrahydro-2H-pyrano[3,4-c]isoquinolin-1-yl)urea ClC=1C=C(C=CC1F)NC(N([C@H]1COCC=2NC(C=3C=CC(=CC3C21)F)=O)CC)=O